OC=1C=C(C2=C(NC(CO2)=O)C1)C(CNC(CC1=CC=C(C=C1)O)(C)C)O 6-Hydroxy-8-{1-hydroxy-2-[2-(4-hydroxy-phenyl)-1,1-dimethyl-ethylamino]-ethyl}-4H-benzo[1,4]oxazin-3-one